COC(=O)C1=CN(C(C=C1O)=O)C1(CC1)C(F)(F)F.C[Si](OC)(C)C methyl-dimethyl-monomethoxysilane methyl-4-hydroxy-6-oxo-1-(1-(trifluoromethyl)cyclopropyl)-1,6-dihydropyridine-3-carboxylate